C(C)(C)(C)NNC(=O)C=1C2=CC=CC2=CC1 pentalene-4-carboxylic acid N'-tert-butyl-hydrazide